3-dipropoxymethylsilylpropyl thiopropionate C(CC)(=S)OCCC[SiH2]C(OCCC)OCCC